ClC=1C=C(OC2=CC=C(O2)C(=O)NCC(=O)N2CC3(OCCO3)C[C@H]2C(=O)OC)C=CC1Cl methyl (S)-7-((5-(3,4-dichlorophenoxy)furan-2-carbonyl)glycyl)-1,4-dioxa-7-azaspiro[4.4]nonane-8-carboxylate